2-fluoro-N-(6-(4-methylpyridin-3-yl)imidazo[1,2-a]pyridin-2-yl)cyclopropane-1-carboxamide FC1C(C1)C(=O)NC=1N=C2N(C=C(C=C2)C=2C=NC=CC2C)C1